N-[2-(2-chloro-4-methylphenyl)-2,2-difluoroethyl]-3-[S-(3-cyclopropyl-2-fluorophenyl)sulfonimidoyl]-5,6,7,8-tetrahydrocinnoline-4-carboxamide ClC1=C(C=CC(=C1)C)C(CNC(=O)C1=C(N=NC=2CCCCC12)S(=O)(=N)C1=C(C(=CC=C1)C1CC1)F)(F)F